(S)-2-(1-(4-(5-(1-amino-1,3-dihydrospiro[indene-2,4'-piperidin]-1'-yl)-6-(hydroxymethyl)pyrazin-2-ylsulfanyl)-3-chloropyridin-2-yl)azetidin-3-yl)propan-2-ol N[C@@H]1C2=CC=CC=C2CC12CCN(CC2)C=2N=CC(=NC2CO)SC2=C(C(=NC=C2)N2CC(C2)C(C)(C)O)Cl